Ethyl 1-(4-((3-aminopropyl)(methyl)amino)phenyl)piperidine-4-carboxylate NCCCN(C1=CC=C(C=C1)N1CCC(CC1)C(=O)OCC)C